BrC1=C(N(C2=C1N=C(S2)C2CCC1(OCCO1)CC2)C(=O)OC(C)(C)C)C=2C(=CC=1N(C2)N=CN1)C tert-butyl 6-bromo-5-(7-methyl-[1,2,4]triazolo[1,5-a]pyridin-6-yl)-2-(1,4-dioxaspiro[4.5]dec-8-yl)-4H-pyrrolo[3,2-d]thiazole-4-carboxylate